azo-bis(isobutyronitrile) N(=NC(C#N)(C)C)C(C#N)(C)C